(3-(ethylsulfanyl)-5-methyl-4-nitrophenyl)(4-fluorobenzyl)carbamic acid tert-butyl ester C(C)(C)(C)OC(N(CC1=CC=C(C=C1)F)C1=CC(=C(C(=C1)C)[N+](=O)[O-])SCC)=O